ClC=1C=CC2=C(C(C[C@@H](O2)C(=O)NC23CC(C2)(C3)N3N=CC(=C3)N3CCN(CC3)CC(F)(F)F)=O)C1 (2R)-6-chloro-4-oxo-N-(3-{4-[4-(2,2,2-trifluoroethyl)piperazin-1-yl]-1H-pyrazol-1-yl}bicyclo[1.1.1]pentan-1-yl)-3,4-dihydro-2H-1-benzopyran-2-carboxamide